ClC1=C(C(=O)OC)C=C(C(=C1)NCC1=C(C=C(C=C1)OC)OC)F methyl 2-chloro-4-((2,4-dimethoxybenzyl) amino)-5-fluorobenzoate